C(C=C)C1=C([NH-])C=CC=C1 ortho-allyl-anilineid